3-(4-(3-(7-((3-((2,6-dimethylphenyl)amino)-1-methyl-1H-pyrazolo[3,4-d]pyrimidine-6-yl)amino)-3,4-dihydroisoquinolin-2(1H)-yl)-3-oxopropyl)-1-oxoisoindolin-2-yl)piperidine-2,6-dione CC1=C(C(=CC=C1)C)NC1=NN(C2=NC(=NC=C21)NC2=CC=C1CCN(CC1=C2)C(CCC2=C1CN(C(C1=CC=C2)=O)C2C(NC(CC2)=O)=O)=O)C